ethyl 6-((1H-indazol-5-yl) carbamoyl)-7-(4-fluorophenyl)-5-methyl-4,7-dihydropyrazolo[1,5-a]pyrimidine-2-carboxylate N1N=CC2=CC(=CC=C12)NC(=O)C1=C(NC=2N(C1C1=CC=C(C=C1)F)N=C(C2)C(=O)OCC)C